1-(3-bromo-2-hydroxy-5-methoxyphenyl)-2-chloroethane-1-one BrC=1C(=C(C=C(C1)OC)C(CCl)=O)O